(4-amino-7-methylimidazo[1,5-a]quinoxalin-8-yl)((2R,4R)-2-(benzo[d]thiazol-5-yl)-4-methylpiperidin-1-yl)methanone NC=1C=2N(C3=CC(=C(C=C3N1)C)C(=O)N1[C@H](C[C@@H](CC1)C)C=1C=CC3=C(N=CS3)C1)C=NC2